ClC1=CC=C(CCC2=NOC(=N2)CN2N=CC(=C(C2=O)C)N2CCNCC2)C=C1 2-((3-(4-chlorophenethyl)-1,2,4-oxadiazol-5-yl)methyl)-4-methyl-5-(piperazin-1-yl)pyridazin-3(2H)-one